S(CCCC(=O)OCCCCCCCCCCC)CCCC(=O)OCCCCCCCCCCC bisundecyl thiodibutyrate